(3S)-3-(1'-((1-((2-chlorophenyl)sulfonyl)-1H-pyrazol-4-yl)methyl)-3',3'-difluoro-6-oxo-6,8-dihydro-2H,7H-spiro[furo[2,3-e]isoindole-3,4'-piperidin]-7-yl)piperidine-2,6-dione ClC1=C(C=CC=C1)S(=O)(=O)N1N=CC(=C1)CN1CC(C2(CC1)COC1=C3CN(C(C3=CC=C12)=O)[C@@H]1C(NC(CC1)=O)=O)(F)F